O[C@@H]1[C@H](CCCC1)NC(=O)C=1C=CC(=C(NCC=2C=CC=NC2)C1)C 5-[(5-{[(1S,2S)-2-hydroxycyclohexyl]carbamoyl}-2-methylanilino)methyl]pyridin